1-(4-(benzooxazol-2-yl)phenyl)-3-(3,5-di-tert-butylstyryl)-5-(3,5-di-tert-butyl-phenyl)-pyrazoline O1C(=NC2=C1C=CC=C2)C2=CC=C(C=C2)N2NC(=CC2C2=CC(=CC(=C2)C(C)(C)C)C(C)(C)C)C=CC2=CC(=CC(=C2)C(C)(C)C)C(C)(C)C